C1(CC1)C1=NC=CC(=N1)C(=O)O 2-cyclopropylpyrimidine-4-carboxylic acid